Ethyl 2-(dimethylamino)-4-methylpyridine-3-carboxylate CN(C1=NC=CC(=C1C(=O)OCC)C)C